S(=O)=C1CC(=C(C=C1)O)C=1C(=CC=CC1)O 4'-sulfinylbiphenol